5-oxa-2,8-diazaspiro[3.5]nonan-2-carboxylic acid tert-butyl ester C(C)(C)(C)OC(=O)N1CC2(C1)OCCNC2